ClC1=CC(=C(COC2=CC=CC(=N2)C=2C=NN(C2)CC2=NC3=C(N2C[C@H]2OCC2)C=C(C=C3)C(=O)O)C=C1)F (S)-2-((4-(6-((4-chloro-2-fluorobenzyl)oxy)pyridin-2-yl)-1H-pyrazol-1-yl)methyl)-1-(oxetan-2-ylmethyl)-1H-benzo[d]imidazole-6-carboxylic acid